C1(CC1)C=1C(=NC=CC1)OCC(C(=O)N[C@H]1[C@@H](CN(CC1)C)C)(C)C trans-3-((3-cyclopropylpyridin-2-yl)oxy)-N-(1,3-dimethylpiperidin-4-yl)-2,2-dimethylpropionamide